(S)-N-(1-(5-cyano-3-fluoropyridin-2-yl)ethyl)-2-(5-methyl-2,4-dioxo-1,4-dihydropyrido[4,3-d]pyrimidin-3(2H)-yl)acetamide C(#N)C=1C=C(C(=NC1)[C@H](C)NC(CN1C(NC2=C(C1=O)C(=NC=C2)C)=O)=O)F